4-((5-Chloro-7-(2-((4-methyl-3-(methyl-d3)-2,6-dioxo-3,6-dihydropyrimidine-1(2H)-yl)methyl)thieno[3,2-b]pyridin-7-yl)-1H-indol-1-yl)methyl)piperidine-4-carbonitrile ClC=1C=C2C=CN(C2=C(C1)C1=C2C(=NC=C1)C=C(S2)CN2C(N(C(=CC2=O)C)C([2H])([2H])[2H])=O)CC2(CCNCC2)C#N